(S)-3-Methyl-2-oxo-N-(6-((5-(trifluoromethyl)pyridin-2-yl)oxy)benzo-[d][1,3]dioxol-4-yl)imidazolidine-4-carboxamide CN1C(NC[C@H]1C(=O)NC1=CC(=CC=2OCOC21)OC2=NC=C(C=C2)C(F)(F)F)=O